FC=1C=2N(C=C(C1)NC(=O)C1=CC=C(C3=CN(N=C13)C(C(=O)OC)C)N1CCN(CC1)C(=O)OC(C)(C)C)C=C(N2)C tert-butyl 4-[7-({8-fluoro-2-methylimidazo[1,2-a]pyridin-6-yl} carbamoyl)-2-(1-methoxy-1-oxopropan-2-yl)indazol-4-yl]piperazine-1-carboxylate